ClC1=CC=C(C=C1)C(C[C@H]1CC(=NN1C(C)=O)C1=CC=C(C=C1)C)=C=C(C)C (S)-1-(5-(2-(4-chlorophenyl)-4-methylpenta-2,3-dien-1-yl)-3-(p-tolyl)-4,5-dihydro-1H-pyrazol-1-yl)ethan-1-one